[Na+].C1(=C(C(=CC2=CC=CC=C12)S(=O)(=O)[O-])S(=O)(=O)[O-])S(=O)(=O)[O-].[Na+].[Na+] Naphthalenetrisulfonic acid, sodium salt